FC=1C=CN2N=C(C=C(C21)[C@@H]2[C@H](C2)C(C)C)N2C(NC(C=C2)=O)=O (5-fluoro-4-((1s,2r)-2-isopropylcyclopropyl)pyrrolo[1,2-b]pyridazin-2-yl)pyrimidine-2,4(1h,3h)-dione